[Br-].C[NH2+]CC1=CC=CC=C1 Methylbenzylammonium bromide